C(#N)C=1C=C(C(=C(C1)NS(=O)(=O)C=1C(=NC=C(C1)F)C)F)C1=CC=C2C(=NNC2=C1F)C=1NC=CN1 N-(5-cyano-2-fluoro-3-(7-fluoro-3-(1H-imidazol-2-yl)-1H-indazol-6-yl)phenyl)-5-fluoro-2-methylpyridine-3-sulfonamide